3,7-dinitro-10H-phenothiazine [N+](=O)([O-])C=1C=CC=2NC3=CC=C(C=C3SC2C1)[N+](=O)[O-]